3-tert-butyl-2(3H)-benzofuran C(C)(C)(C)C1OCC2=C1C=CC=C2